FC(C1(C(=CC=C(C1N)N)C1=CC=CC=C1)C(F)(F)F)(F)F 2,2-bis(trifluoromethyl)diaminobiphenyl